Cl.N1CCC(CCC1)C=1SC2=C(N1)C=CC(=C2)C2=CC1=CN(N=C1C=C2)C 2-(azepan-4-yl)-6-(2-methyl-2H-indazol-5-yl)-1,3-benzothiazole hydrochloride